tert-butyl 2-({1-[2-(2,6-dioxopiperidin-3-yl)-1,3-dioxoisoindol-4-yl]piperidin-4-yl}oxy)acetate O=C1NC(CCC1N1C(C2=CC=CC(=C2C1=O)N1CCC(CC1)OCC(=O)OC(C)(C)C)=O)=O